N1=NC(CC1=O)=C1N=NC=C1 [3,3'-bipyrazol]-5(4H)-one